[Sn+4].O=C([C@H](O)[C@@H](O)[C@H](O)[C@H](O)CO)[O-].O=C([C@H](O)[C@@H](O)[C@H](O)[C@H](O)CO)[O-].O=C([C@H](O)[C@@H](O)[C@H](O)[C@H](O)CO)[O-].O=C([C@H](O)[C@@H](O)[C@H](O)[C@H](O)CO)[O-] gluconate tin